NC=1C(NC2=C(C(=CN=C2C1C1=C2C=NNC2=C(C=C1)F)Br)C)=O 3-Amino-7-bromo-4-(7-fluoro-1H-indazol-4-yl)-8-methyl-1H-1,5-naphthyridin-2-one